[5-(6-chloro-2-pyridinyl)-4-methyl-thiazol-2-yl]methanol ClC1=CC=CC(=N1)C1=C(N=C(S1)CO)C